2-Bromo-1-[1-(benzenesulfonyl)indol-6-yl]ethanone ethyl-4-(2-ethoxy-2-oxoacetyl)-1,3-dimethyl-1H-pyrrole-2-carboxylate C(C)OC(=O)C=1N(C=C(C1C)C(C(=O)OCC)=O)C.BrCC(=O)C1=CC=C2C=CN(C2=C1)S(=O)(=O)C1=CC=CC=C1